ClC1=C(C(=C(N=N1)OC1=C(C(=CC=C1)C1CC1)F)C(=O)NCC(F)(F)C1=C(C=C(C=C1)C)Cl)C 6-chloro-N-[2-(2-chloro-4-methyl-phenyl)-2,2-difluoro-ethyl]-3-(3-cyclopropyl-2-fluoro-phenoxy)-5-methyl-pyridazine-4-carboxamide